C(=O)(OCC1=CC=CC=C1)OC(=O)OCC1=CC=CC=C1 CBZ oxide